4-[2-(4-amino-piperidin-1-yl)-1-ethyl-6-oxo-1,6-dihydro-pyrimidin-4-yl]-2-fluoro-benzonitrile NC1CCN(CC1)C=1N(C(C=C(N1)C1=CC(=C(C#N)C=C1)F)=O)CC